2H-1,2,4-triazol-3-ol N=1NC(=NC1)O